6-(3-fluoro-2-methyl-4-nitrophenoxy)-2-methyl-2H-indazole FC=1C(=C(OC=2C=CC3=CN(N=C3C2)C)C=CC1[N+](=O)[O-])C